FC(C(=O)O)(F)F.ClC1=C(C=CC(=C1)C)C=1CCCC2=C(C1C1=CC=C(C=C1)O[C@@H]1CN(CC1)CCCF)C=CC(=C2)C#N (S)-8-(2-chloro-4-methylphenyl)-9-(4-((1-(3-fluoropropyl)pyrrolidin-3-yl)oxy)phenyl)-6,7-dihydro-5H-benzo[7]annulene-3-carbonitrile 2,2,2-trifluoroacetate